FC(CN1N=NC=C1C=1C=CC2=C(C1)COC=1N=C(SC12)N(C1CC(NC(C1)(C)C)(C)C)C)F 7-(1-(2,2-difluoroethyl)-1H-1,2,3-triazol-5-yl)-N-methyl-N-(2,2,6,6-tetramethylpiperidin-4-yl)-5H-isochromeno[3,4-d]thiazol-2-amine